1-benzyl-7-methylquinolin-2(1H)-one C(C1=CC=CC=C1)N1C(C=CC2=CC=C(C=C12)C)=O